(2-((2'-fluoro-4'-(4-methylpiperazin-1-yl)-3'-nitro-[1,1'-biphenyl]-4-yl)amino)-2-oxoethyl-t-butyl)aminocarboxylate FC1=C(C=CC(=C1[N+](=O)[O-])N1CCN(CC1)C)C1=CC=C(C=C1)NC(CCC(C)(C)NC(=O)[O-])=O